1-(4-(6-((4-(2-(isopropylthio)-4-methylthiazol-5-yl)pyrimidin-2-yl)amino)pyridin-3-yl)piperazin-1-yl)ethan-1-one C(C)(C)SC=1SC(=C(N1)C)C1=NC(=NC=C1)NC1=CC=C(C=N1)N1CCN(CC1)C(C)=O